(4S)-4-(5-bromopyridin-2-yl)-4-[(2-methylpropane-2-sulfinyl)amino]butanamide BrC=1C=CC(=NC1)[C@H](CCC(=O)N)NS(=O)C(C)(C)C